FC(C1=CC=C(C=C1)CC1=NOC(=C1)C(=O)O)(F)F 3-[[4-(trifluoromethyl)phenyl]methyl]-1,2-oxazole-5-carboxylic acid